COCOC([C@@H](CC1=CC(=C(C=C1)OCOC)I)NC(=O)OC(C)(C)C)=O Methoxymethyl-(R)-2-((tert-butoxycarbonyl)amino)-3-(3-iodo-4-(methoxymethoxy)phenyl)propanoat